CCCCCCCC/C=C\\CCCCCCCC(=O)OC[C@H](COP(=O)(O)OC1[C@@H]([C@H](C([C@H]([C@H]1O)O)O)O)O)O The molecule is a 1-acyl-sn-glycero-3-phospho-1D-myo-inositol in which the acyl group is specified as oleoyl. It derives from an oleic acid. It is a conjugate acid of a 1-oleoyl-sn-glycero-3-phospho-D-myo-inositol(1-).